C(#N)C1=CC=C(OCC2=CC=C(C=C2)COC2=CC=C(C=C2)C#N)C=C1 1,4-bis(4-cyano-phenoxymethyl)benzene